C(C)N1N=CC(=C1)N1C(=C(C2=CC(=CC=C12)OC)C(=O)NC1=C(C(=O)O)C=CC=C1)C 2-(1-(1-ethyl-1H-pyrazol-4-yl)-5-methoxy-2-methyl-1H-indole-3-carboxamido)benzoic acid